C(C1=CC=CC=C1)(=O)NC=1C2=C(N=CN1)N(C=C2CCCNC(=O)OCC[Si](C)(C)C)[C@H]2[C@H](O)[C@H](O)[C@H](O2)CO N-Benzoyl-7-β-D-ribofuranosyl-5-[3-({[2-(trimethylsilyl)ethoxy]carbonyl}amino)propyl]-7H-pyrrolo[2,3-d]pyrimidin-4-amine